(chloromethyl)-1,2-oxazole ClCC1=NOC=C1